1,2,3-trifluoro-4-nitro-benzene FC1=C(C(=C(C=C1)[N+](=O)[O-])F)F